((S)-6-chlorochroman-3-yl)(1-((R)-2-(dimethylamino)propyl)-6-(5-fluoro-1H-pyrazol-4-yl)-1H-indol-3-yl)methanone hydrobromide Br.ClC=1C=C2C[C@@H](COC2=CC1)C(=O)C1=CN(C2=CC(=CC=C12)C=1C=NNC1F)C[C@@H](C)N(C)C